FC(C=1C2=C(NN1)CCOC2)(F)F 3-(trifluoromethyl)-1H,4H,6H,7H-pyrano[4,3-c]pyrazole